methyl 2-cyano-3,12-dioxooleana-1,9(11)-dien-28-oate C[C@@]12CC[C@]3(CCC(C[C@H]3[C@H]1C(=O)C=C4[C@]2(CC[C@@H]5[C@@]4(C=C(C(=O)C5(C)C)C#N)C)C)(C)C)C(=O)OC